tert-butyl N-[1-[2-[1-(2,6-dioxo-3-piperidyl)-3-methyl-2-oxo-benzimidazol-5-yl] ethyl]-4-piperidyl]carbamate O=C1NC(CCC1N1C(N(C2=C1C=CC(=C2)CCN2CCC(CC2)NC(OC(C)(C)C)=O)C)=O)=O